N-[2-(3,3-difluoropyrrolidin-1-yl)-4-(2-fluorophenyl)-3-pyridyl]-5,7-dihydropyrrolo[3,4-b]pyridine-6-carboxamide FC1(CN(CC1)C1=NC=CC(=C1NC(=O)N1CC2=NC=CC=C2C1)C1=C(C=CC=C1)F)F